anthracenecarboxaldehyde C1=CC=C2C=C3C(=CC2=C1)C=CC=C3C=O